t-butyl [(1R)-1-{4-[(3-cyano-4-methyl-1H-indol-7-yl)sulfamoyl]phenyl}ethyl]carbamate C(#N)C1=CNC2=C(C=CC(=C12)C)NS(=O)(=O)C1=CC=C(C=C1)[C@@H](C)NC(OC(C)(C)C)=O